7-chloro-5-fluoro-1-(4-(4-(methylsulfonyl)piperazin-1-yl)phenyl)-1H-indazol-6-ol ClC=1C(=C(C=C2C=NN(C12)C1=CC=C(C=C1)N1CCN(CC1)S(=O)(=O)C)F)O